C(C1=CC=CC=C1)OC(CCC=1OC2=C(N1)C=CC=1CCC(C12)CCCC(=O)N)C 2-{2-[3-(benzyloxy)butyl]-7,8-dihydro-6H-indeno[5,4-d][1,3]oxazol-8-yl}ethyl-acetamide